3-(5-(1-(2-(4-(3-((4-([1,1'-biphenyl]-3-yl)-5-chloropyrimidin-2-yl)amino)cyclohexane-1-carbonyl)piperazin-1-yl)-2-oxoethyl)piperidin-4-yl)-1-oxoisoindolin-2-yl)piperidine-2,6-dione C1(=CC(=CC=C1)C1=NC(=NC=C1Cl)NC1CC(CCC1)C(=O)N1CCN(CC1)C(CN1CCC(CC1)C=1C=C2CN(C(C2=CC1)=O)C1C(NC(CC1)=O)=O)=O)C1=CC=CC=C1